C(C)(=O)CCCO gamma-acetyl-propanol